cyclopentylsulfonyl-(2,3,4-triethylphenylsulfonyl)diazomethane C1(CCCC1)S(=O)(=O)C(=[N+]=[N-])S(=O)(=O)C1=C(C(=C(C=C1)CC)CC)CC